Cl.N[C@H](C(=O)N(C)C1=CC=C(C=C1)F)C (S)-2-amino-N-(4-fluorophenyl)-N-methylpropanamide hydrochloride